CN1CCN(CC1)C.P(=O)(O)(O)OP(=O)(O)O pyrophosphoric acid-dimethylpiperazine salt